BrC=1C(=C(C=CC1)NC(C(C(=O)O)F)=O)F 3-((3-bromo-2-fluorophenyl)amino)-2-fluoro-3-oxopropionic acid